CC(C)(C1=CC=C(C=C1)OCC(=O)O)C1=CC=C(C=C1)OCC(=O)O 2'-((propane-2,2-diylbis(4,1-phenylene))bis(oxy))diacetic acid